(E)-6-(2-(2-(diphenylphosphino)benzylidene)hydrazino)-9-(naphthalene-1-yl)-8-(naphthalene-2-yl)-9H-purine C1(=CC=CC=C1)P(C1=C(\C=N\NC2=C3N=C(N(C3=NC=N2)C2=CC=CC3=CC=CC=C23)C2=CC3=CC=CC=C3C=C2)C=CC=C1)C1=CC=CC=C1